4-methyl-2,2-dioxo-1,3,2-dioxathiolane CC1OS(OC1)(=O)=O